tetramethylolpropane tetraacrylate C(C=C)(=O)O.C(C=C)(=O)O.C(C=C)(=O)O.C(C=C)(=O)O.C(O)C(C(CO)(CO)CO)C